4,4'-Bis[p-fluorostyryl]-2,2'-bipyridine FC1=CC=C(C=CC2=CC(=NC=C2)C2=NC=CC(=C2)C=CC2=CC=C(C=C2)F)C=C1